CN(C1=CC=C(C=N1)N1CC(C1)CN(C(=O)C1CCCCC1)C1=NC(=CC(=C1)N1N=C(C=C1)C)C)C N-((1-(6-(Dimethylamino)pyridin-3-yl)azetidin-3-yl)methyl)-N-(6-methyl-4-(3-methyl-1H-pyrazol-1-yl)pyridin-2-yl)cyclohexanecarboxamide